COC1=CC=C(C=C1)C1=C(NC=2N(C1=O)N=C(C2N2CCC1(CC1)CC2)C2=CC=CC=C2)C 6-(4-methoxyphenyl)-5-methyl-2-phenyl-3-(6-azaspiro[2.5]oct-6-yl)pyrazolo[1,5-a]pyrimidin-7(4H)-one